4-[1-(3-Fluoro-benzyl)-1H-[1,2,3]triazol-4-yl]-1-[2-(3-methoxy-phenyl)-ethyl]-piperidine FC=1C=C(CN2N=NC(=C2)C2CCN(CC2)CCC2=CC(=CC=C2)OC)C=CC1